NC=1N=CC(=NC1OC=1C=NN(C1)C1CCN(CC1)C)C=1C=C(C=C(C1)C)[C@H]1CCC(N1)=O (R)-5-(3-(5-amino-6-((1-(1-methylpiperidin-4-yl)-1H-pyrazol-4-yl)oxy)pyrazin-2-yl)-5-methylphenyl)pyrrolidin-2-one